C(C1=CC=CC=C1)OC1CC(C1)OC=1C(=C(C(=O)OC)C=CC1)C methyl 3-((1S,3S)-3-benzyloxycyclobutoxy)-2-methyl-benzoate